C(C)(C)(C)[C@@H]1CN(CCN1)C=1N=NC(=CN1)C1=C2C=NNC2=C(C=C1)N1N=CC=C1 4-[3-[(3R)-3-tert-butylpiperazin-1-yl]-1,2,4-triazin-6-yl]-7-pyrazol-1-yl-1H-indazole